tert-butyl (R)-3-(6-(3-isopropyl-1H-pyrrolo[2,3-b]pyridin-5-yl)-1,2,3,4-tetrahydroisoquinolin-8-yl)-morpholine-4-carboxylate C(C)(C)C1=CNC2=NC=C(C=C21)C=2C=C1CCNCC1=C(C2)[C@H]2N(CCOC2)C(=O)OC(C)(C)C